3-methyl-2-(1-(pyrazin-2-ylmethyl)-1H-indol-2-yl)imidazo[1,2-a]pyridine-7-carboxylic acid ethyl ester C(C)OC(=O)C1=CC=2N(C=C1)C(=C(N2)C=2N(C1=CC=CC=C1C2)CC2=NC=CN=C2)C